([1-(2-cyclopropylacetyl)-4-hydroxypiperidin-4-yl]methyl)-1-(4-fluorophenyl)-1H,4H,5H-pyrazolo[3,4-d]pyrimidin-4-one C1(CC1)CC(=O)N1CCC(CC1)(O)CC1=NN(C=2N=CNC(C21)=O)C2=CC=C(C=C2)F